C[Si](C)(C)C#CC1=CC=C(CNC(OC(C)(C)C)=O)C=C1 Tert-butyl 4-((trimethylsilyl)ethynyl)benzylcarbamate